The molecule is a C20 polyunsaturated fatty acid having three triple bonds in the 5-, 8- and 11-positions. It has a role as an EC 1.13.11.31 (arachidonate 12-lipoxygenase) inhibitor. It is a polyunsaturated fatty acid, an icosanoid, a long-chain fatty acid and an acetylenic fatty acid. CCCCCCCCC#CCC#CCC#CCCCC(=O)O